4-(3-(4-(4-chlorophenoxy)phenyl)-3-oxopropanoyl)piperidine-1-carboxylic acid tert-butyl ester C(C)(C)(C)OC(=O)N1CCC(CC1)C(CC(=O)C1=CC=C(C=C1)OC1=CC=C(C=C1)Cl)=O